(4-Amino-2-(trifluoromethyl)phenyl)(2-((tert-butoxycarbonyl)(methyl)amino)ethyl)carbamic acid tert-butyl ester C(C)(C)(C)OC(N(CCN(C)C(=O)OC(C)(C)C)C1=C(C=C(C=C1)N)C(F)(F)F)=O